5-methoxycarbonylmethyl-2-thio-uridine COC(=O)CC=1C(NC(N([C@H]2[C@H](O)[C@H](O)[C@@H](CO)O2)C1)=S)=O